N(C(=O)N)CCCC(NCCNCCCOCCOCCOCCOCCOCCOCCOCCOCCOCCOCCOCC)C 41-(3-ureidopropyl)-3,6,9,12,15,18,21,24,27,30,33-undecaoxa-37,40-diazadotetracontan